(R)-5-amino-3,3-difluoropiperidine-1-carboxylate N[C@@H]1CC(CN(C1)C(=O)[O-])(F)F